2,4-bis(hydroxymethyl)-2-methyl-2,3-dihydrobenzofuran-5-carboxylic acid OCC1(OC2=C(C1)C(=C(C=C2)C(=O)O)CO)C